FC=1C=C(C=CC1)[C@H](CNC1(CCC1)C)O (R)-1-(3-fluorophenyl)-2-((1-methylcyclobutyl)amino)ethan-1-ol